C(O[C@@H]1CC[C@H](CC1)NC1=NC=C(C(=N1)C1=CC(=CC=C1)C1=CC=CC=C1)F)(OC1=CC=C(C=C1)[N+](=O)[O-])=O trans-[4-[[5-fluoro-4-(3-phenylphenyl)pyrimidin-2-yl]amino]cyclohexyl] (4-nitrophenyl) carbonate